C(C)(C)C=1N(C=C(N1)C=1C=C2CN(C(C2=CC1)=O)C1C(NC(CC1)=O)=O)C1=CC=CC=C1 3-(5-(2-Isopropyl-1-phenyl-1H-imidazol-4-yl)-1-oxoisoindolin-2-yl)piperidine-2,6-dione